C(C)(C)C=1C=NN(C1)C1=CC=C(C=N1)S(=O)(=O)N(C)C=1C(=CC=C2C=NN(C12)C)OC 6-(4-isopropyl-1H-pyrazol-1-yl)-N-(6-methoxy-1-methyl-1H-indazol-7-yl)-N-methylpyridine-3-sulfonamide